[N+](=O)([O-])C1=C(C=CC(=C1)CN1CCCCC1)NC1CCC(CC1)C(=O)OCC ethyl (1s,4s)-4-((2-nitro-4-(piperidin-1-ylmethyl)phenyl)amino)cyclohexane-1-carboxylate